(R)-N-hydroxy-4-(naphthalen-2-yl)-3-(4-((5-phenylthiophene-2-sulfonylamino)methyl)-1H-1,2,3-triazol-1-yl)butanamide ONC(C[C@@H](CC1=CC2=CC=CC=C2C=C1)N1N=NC(=C1)CNS(=O)(=O)C=1SC(=CC1)C1=CC=CC=C1)=O